N-(n-Butyl)-3-aminopropyltriethoxysilane C(CCC)NCCC[Si](OCC)(OCC)OCC